(S)-5-(3-(N-(4-fluorophenyl)-3-(6-methyl-4-(trifluoromethyl)pyridin-2-yl)-2-oxoimidazolidine-4-carboxamido)prop-1-yn-1-yl)-N,N-dimethylpicolinamide FC1=CC=C(C=C1)N(C(=O)[C@H]1N(C(NC1)=O)C1=NC(=CC(=C1)C(F)(F)F)C)CC#CC=1C=CC(=NC1)C(=O)N(C)C